3-[[4-[5-isobutyl-2-(2H-tetrazol-5-yl)phenyl]piperazin-1-yl]methyl]-1,2,4-oxadiazole C(C(C)C)C=1C=CC(=C(C1)N1CCN(CC1)CC1=NOC=N1)C=1N=NNN1